C(N)(=O)C1=CC=C(C(=C1C1=C(C(=CC2=C1C[C@](O2)(C2=CC=CC=C2)CN(C(OC(C)(C)C)=O)C)F)Cl)F)OCCOC2OCCCC2 tert-butyl (((2S,4S)-4-(6-carbamoyl-2-fluoro-3-(2-((tetrahydro-2H-pyran-2-yl)oxy)ethoxy)phenyl)-5-chloro-6-fluoro-2-phenyl-2,3-dihydrobenzofuran-2-yl)methyl)(methyl)carbamate